2-fluoro-4-(3-(1-(7-fluoro-3-(1-methyl-1H-4-pyrazolyl)quinolin-6-yl)ethyl)-3H-[1,2,3]triazolo[4,5-b]pyrazin-5-yl)benzamide FC1=C(C(=O)N)C=CC(=C1)C=1N=C2C(=NC1)N=NN2C(C)C=2C=C1C=C(C=NC1=CC2F)C=2C=NN(C2)C